tert-Butyl [(1S*,2S*,3R*)-3-hydroxy-2,3-dimethylcyclobutyl]carbamate O[C@]1([C@H]([C@H](C1)NC(OC(C)(C)C)=O)C)C |o1:1,2,3|